CN1N=CC(=C1)C1=NN(C(C=C1)=O)[C@@H]1CN(C[C@H]1OCC1=CC=C(C=C1)C(F)(F)F)C(=O)OC(C)(C)C tert-butyl trans-3-(3-(1-methyl-1H-pyrazol-4-yl)-6-oxopyridazin-1(6H)-yl)-4-(4-(trifluoromethyl)benzyloxy)pyrrolidine-1-carboxylate